tert-butyl 5-((3-chlorophenyl)carbamoyl)-3,3-difluoropiperidine-1-carboxylate ClC=1C=C(C=CC1)NC(=O)C1CC(CN(C1)C(=O)OC(C)(C)C)(F)F